C(C)N(C(C1=C(C=C(C(=C1)C(C)C)O)O)=O)C=1C=C2CCNC2=CC1 N-ethyl-2,4-dihydroxy-N-(indolin-5-yl)-5-isopropylbenzamide